2-(4-bromophenyl)-5-phenyl-1,3,4-thiadiazole BrC1=CC=C(C=C1)C=1SC(=NN1)C1=CC=CC=C1